5,10,15,20-tetra(2-aminophenyl)porphyrin NC1=C(C=CC=C1)C=1C2=CC=C(N2)C(=C2C=CC(C(=C3C=CC(=C(C=4C=CC1N4)C4=C(C=CC=C4)N)N3)C3=C(C=CC=C3)N)=N2)C2=C(C=CC=C2)N